1-(3-(4-((4-(benzyloxy)-3-chloro-2-fluorophenyl)amino)-7-methoxyquinazolin-6-yl)azetidin-1-yl)prop-2-yn-1-one C(C1=CC=CC=C1)OC1=C(C(=C(C=C1)NC1=NC=NC2=CC(=C(C=C12)C1CN(C1)C(C#C)=O)OC)F)Cl